6-chloro-3-(((1R)-1-(2-cyano-3-(4-(2-cyano-5-methylphenyl)-2-methylpiperazin-1-yl)-7-methylquinoxalin-5-yl)ethyl)amino)picolinic acid ClC1=CC=C(C(=N1)C(=O)O)N[C@H](C)C1=C2N=C(C(=NC2=CC(=C1)C)C#N)N1C(CN(CC1)C1=C(C=CC(=C1)C)C#N)C